C(C)OC(NC1=C(C=C(C=C1)NCC1=CC=C(C=C1)C(F)(F)F)C)=O [2-Methyl-4-(4-trifluoromethyl-benzylamino)-phenyl]-carbamic acid ethyl ester